ClC=1C=C(C=CC1)[C@H]1[C@@H](C1)C(=O)N[C@@H](C)C=1N=NN(C1)CC=1N=C2N(C=C(C=C2)C2CC2)C1 (1R,2R)-2-(3-chlorophenyl)-N-((S)-1-(1-((6-cyclopropylimidazo[1,2-a]pyridin-2-yl)methyl)-1H-1,2,3-triazol-4-yl)ethyl)cyclopropane-1-carboxamide